2-methoxy-3-(3-(4,4,5,5-tetramethyl-1,3,2-dioxaborolan-2-yl)phenyl)pyridine 3,3-difluorocyclobutyl-5-(4-((4-(1H-pyrazol-4-yl)phenyl)amino)pyrimidin-2-yl)isoindoline-2-carboxylate FC1(CC(C1)OC(=O)N1CC2=CC=C(C=C2C1)C1=NC=CC(=N1)NC1=CC=C(C=C1)C=1C=NNC1)F.COC1=NC=CC=C1C1=CC(=CC=C1)B1OC(C(O1)(C)C)(C)C